N-(2-(1-((1-(2-(2,6-dioxopiperidin-3-yl)-1,3-dioxoisoindolin-5-yl)piperidin-4-yl)methyl)piperidin-4-yl)-6-(2-hydroxyprop-2-yl)-2H-indazol-5-yl)-6-(trifluoromethyl)pyridinecarboxamide O=C1NC(CCC1N1C(C2=CC=C(C=C2C1=O)N1CCC(CC1)CN1CCC(CC1)N1N=C2C=C(C(=CC2=C1)NC(=O)C1=NC(=CC=C1)C(F)(F)F)C(C)(C)O)=O)=O